N-[4-(4-cyano-1H-pyrazol-1-yl)-3-sulfamoylphenyl]-2-(2-methylphenyl)acetamide C(#N)C=1C=NN(C1)C1=C(C=C(C=C1)NC(CC1=C(C=CC=C1)C)=O)S(N)(=O)=O